N-((1s,3s)-3-(6-((2-(1-((2-(2,6-dioxopiperidin-3-yl)-1,3-dioxoisoindoline-5-yl)glycyl)piperidin-4-yl)ethyl)amino)-9H-purin-9-yl)cyclobutyl)-6-methylpicolinamide O=C1NC(CC[C@@H]1N1C(C2=CC=C(C=C2C1=O)NCC(=O)N1CCC(CC1)CCNC1=C2N=CN(C2=NC=N1)C1CC(C1)NC(C1=NC(=CC=C1)C)=O)=O)=O